Tert-butyl 2-[6-(difluoromethyl)-2-(methylsulfanyl)pyrido[3,4-d]pyrimidin-8-yl]-2,6-diazaspiro[3.4]octane-6-carboxylate FC(C1=CC2=C(N=C(N=C2)SC)C(=N1)N1CC2(C1)CN(CC2)C(=O)OC(C)(C)C)F